4-(2,2-dimethyl-1,3-dioxacyclopentane-4-yl)-1-(3-(trifluoromethoxy)phenyl)-1H-pyrazolo[3,4-b]pyridine-3-carbonitrile CC1(OCC(O1)C1=C2C(=NC=C1)N(N=C2C#N)C2=CC(=CC=C2)OC(F)(F)F)C